CC1=C(C#[N+][O-])C(=CC(=C1OCCN1C(NCC1)=O)C)C 2,4,6-trimethyl-3-[2-(2-oxo-1-imidazolidinyl)ethoxy]-benzonitrile oxide